6-(4-Fluorophenyl)-5-((3-methoxybenzyl)oxy)isoindolin-1-one FC1=CC=C(C=C1)C1=C(C=C2CNC(C2=C1)=O)OCC1=CC(=CC=C1)OC